C1(CCCCC1)C(C(=O)OCC)(CC(=O)OCC)C1CCCCC1 diethyl 2,2-dicyclohexylsuccinate